C(#N)C(CCC(=O)O)(C)SC(=S)C1=CC=CC=C1 4-cyano-4-(phenyl-thiocarbonyl-thio)pentanoic acid